C(CCC)C1=C(C(=C(C(=C1F)F)C=1C(=C(C(=CC1C(C)C)C(C)C)C1=C(C=CC=C1)OC)C(C)C)F)F 4''-butyl-2'',3'',5'',6''-tetrafluoro-2',4',6'-triisopropyl-2-methoxy-meta-terphenyl